5-{[cis-2-aminocyclohexyl]amino}-N-(3-carbamoyl-1-pyridin-3-yl-1H-pyrazol-4-yl)pyrazolo[1,5-a]pyrimidine-3-carboxamide N[C@@H]1[C@@H](CCCC1)NC1=NC=2N(C=C1)N=CC2C(=O)NC=2C(=NN(C2)C=2C=NC=CC2)C(N)=O